N-(4-(2-chlorophenyl)thiazol-2-yl)-4-(4-(3-methoxypropanoyl)piperazin-1-yl)benzamide ClC1=C(C=CC=C1)C=1N=C(SC1)NC(C1=CC=C(C=C1)N1CCN(CC1)C(CCOC)=O)=O